tert-butyl (2R,3S)-3-(aminomethyl)-2-methylpyrrolidine-1-carboxylate NC[C@H]1[C@H](N(CC1)C(=O)OC(C)(C)C)C